1-oxa-5-azaspiro[2.3]hexane-5-carboxylic acid tert-butyl ester C(C)(C)(C)OC(=O)N1CC2(CO2)C1